C(C)(C)(C)OC(=O)N1C[C@@H](N(CC1)C=1C2=C(N=CN1)N(C=C2C=2C=NC=CC2)S(=O)(=O)C2=CC=C(C)C=C2)C (S)-3-methyl-4-(5-(pyridin-3-yl)-7-tosyl-7H-pyrrolo[2,3-d]pyrimidin-4-yl)piperazine-1-carboxylic acid tert-butyl ester